CC(=CCC[C@@](C)(C=C)OC(=O)C)C (+)-linalyl acetate